N1C(=CC=C1)C1=NC2=CC=CC=C2C(N1)=O 2-(1H-pyrrol-2-yl)quinazolin-4(3H)-one